CC=1N=C2N(C=CC3=C2C(CN3)(C(F)(F)F)C)C1 2,9-dimethyl-9-(trifluoromethyl)-8,9-dihydro-7H-imidazo[1,2-a]pyrrolo[3,2-c]pyridine